N-[[4-(4-Amino-1-cyclopentyl-pyrazolo[3,4-d]pyrimidin-3-yl)phenyl]methyl]-2-methoxybenzamide NC1=C2C(=NC=N1)N(N=C2C2=CC=C(C=C2)CNC(C2=C(C=CC=C2)OC)=O)C2CCCC2